C[SiH](C1=CC=C(C=C1)[Si](CCCCC1OC1)(C)C)C (4-(dimethylsilyl)phenyl)dimethyl-(4-(oxiran-2-yl)butyl)silane